ClC1=C(CNC(=O)C2=CN(C3=NC(=C(C=C3C2=O)F)N2C[C@H]([C@@H](C2)O)O)C2=C(C=C(C=C2F)F)F)C(=CC=C1)Cl N-(2,6-Dichlorobenzyl)-7-[(3R,4R)-3,4-dihydroxypyrrolidin-1-yl]-6-fluoro-4-oxo-1-(2,4,6-tri-fluorophenyl)-1,4-dihydro-1,8-naphthyridine-3-carboxamide